perfluorooctanoic acid-13C4 F[13C]([13C](=O)O)([13C]([13C](C(C(C(C(F)(F)F)(F)F)(F)F)(F)F)(F)F)(F)F)F